(S)-6-allyl-2-((4-((2-hydroxy-1-phenylethyl)amino)-5-(5-methyl-1,3,4-oxadiazol-2-yl)pyridin-2-yl)amino)-7,7-dimethyl-6,7-dihydro-5H-pyrrolo[3,4-d]pyrimidin-5-one C(C=C)N1C(C=2N=C(N=CC2C1=O)NC1=NC=C(C(=C1)N[C@H](CO)C1=CC=CC=C1)C=1OC(=NN1)C)(C)C